[Cu]Cl.[Mg] magnesium cuprous chloride